C(C)(=O)NC1=NC=C(C(=O)NC([2H])([2H])[2H])C(=C1)NC1=CC=C2C=NN(C2=C1OC)CC 6-Acetamido-4-((1-ethyl-7-methoxy-1H-indazol-6-yl)amino)-N-(methyl-d3)nicotinamide